2-(3-(octadecyloxy)-5-pentadecylphenoxy)ethanol C(CCCCCCCCCCCCCCCCC)OC=1C=C(OCCO)C=C(C1)CCCCCCCCCCCCCCC